isobutyryloxylithium aluminum hydride [AlH3].C(C(C)C)(=O)O[Li]